tert-butyl (6-(trifluoromethyl)pyridin-3-yl)carbamate FC(C1=CC=C(C=N1)NC(OC(C)(C)C)=O)(F)F